N-benzyl-fluorosulfonamide C(C1=CC=CC=C1)NS(=O)(=O)F